CN1CCN(CC1)CC1=CC=2N=C(N=C(C2S1)N1CCOCC1)N1N=C(C=C1)C=1C=C(C=CC1)C 4-(6-((4-methylpiperazin-1-yl)methyl)-2-(3-(m-tolyl)-1H-pyrazol-1-yl)thieno[3,2-d]pyrimidin-4-yl)morpholine